(+)-Sodium ascorbate O=C1C(O)=C([O-])[C@H](O1)[C@@H](O)CO.[Na+]